3-(1-(fluoromethyl)cyclopropyl)-N-(2-methyl-4-(3-(piperazin-1-yl)pyridin-4-yl)benzyl)-1,2,4-oxadiazole-5-carboxamide hydrochloride Cl.FCC1(CC1)C1=NOC(=N1)C(=O)NCC1=C(C=C(C=C1)C1=C(C=NC=C1)N1CCNCC1)C